FC=C(C(F)(F)F)F trans-1,2,3,3,3-pentafluoropropylene